[K+].C1(C(=CCCC1)C(=O)[O-])C(=O)[O-].[K+] 2-cyclohexene-1,2-dicarboxylic acid potassium salt